C1(CCCC1)N1C2=NC(=NC=C2N=C1NC1=CC=CC=C1)NC1=CC=C(C=C1)N1CCN(CC1)CC=1C=C2CN(C(C2=CC1F)=O)C1C(NC(CC1)=O)=O 3-(5-((4-(4-((9-cyclopentyl-8-(phenylamino)-9H-purin-2-yl)amino)phenyl)piperazin-1-yl)methyl)-6-fluoro-1-oxoisoindolin-2-yl)piperidine-2,6-dione